4-(3-(2-fluoro-4-methoxy-5-((1-tolyl-1H-indol-3-yl)oxy)phenyl)ureido)thiophene-2,3-dicarboxylic acid dimethyl ester COC(=O)C=1SC=C(C1C(=O)OC)NC(=O)NC1=C(C=C(C(=C1)OC1=CN(C2=CC=CC=C12)C1=C(C=CC=C1)C)OC)F